8-[(1S,2S)-2-[6-(difluoromethoxy)-3-pyridyl]cyclopropyl]-6-(2,4-dimethoxypyrimidin-5-yl)-3-fluoro-imidazo[1,2-b]pyridazine FC(OC1=CC=C(C=N1)[C@@H]1[C@H](C1)C=1C=2N(N=C(C1)C=1C(=NC(=NC1)OC)OC)C(=CN2)F)F